methyl-1-aza-3,7-dioxabicyclo-(3.3.0)octane CC1N2COCC2CO1